BrC=1C=C(C(N(C1)C)=O)NC1=NC=C(C=C1)N1C2CN(CC1CC2)C2COC2 5-Bromo-1-methyl-3-(5-(3-(oxetan-3-yl)-3,8-diazabicyclo[3.2.1]octan-8-yl)pyridin-2-ylamino)pyridine-2(1H)-one